4-[(3S)-3-(3-fluoropyrrolidin-1-yl)-1-piperidyl]-3-pyrimidin-5-yl-1H-pyrrolo[2,3-b]pyridine FC1CN(CC1)[C@@H]1CN(CCC1)C1=C2C(=NC=C1)NC=C2C=2C=NC=NC2